N(=[N+]=[N-])CC1CCN(CC1)C(=O)C1=CC(=C(C=C1)C1=C(C=CC=C1)COC)Cl (4-(Azidomethyl)piperidin-1-yl)(2-chloro-2'-(methoxymethyl)-[1,1'-biphenyl]-4-yl)methanone